[Si](C)(C)(C(C)(C)C)O[C@@H]1C[C@@H](N(C1)C(=O)OC(C)(C)C)C(=O)OC 1-(tert-butyl) 2-methyl (2R,4R)-4-((tert-butyldimethylsilyl)oxy)pyrrolidine-1,2-dicarboxylate